CC1=CC=CC(=N1)C1=NNC=C1C=1N=C2C=C(C=NC2=CC1)NCCN1C[C@H](N[C@H](C1)C)C |r| 6-[3-(6-methyl-2-pyridyl)-1H-pyrazol-4-yl]-N-[2-[rac-(3R,5S)-3,5-dimethylpiperazin-1-yl]ethyl]-1,5-naphthyridin-3-amine